COC1=CC2=C(NC(OC23CCN(CC3)C(C=CC(=O)NC3=CC=C(C=C3)C(F)(F)F)=O)=O)C=C1 4-(6-methoxy-2-oxo-1,2-dihydrospiro[benzo[d][1,3]oxazin-4,4'-piperidin]-1'-yl)-4-oxo-N-(4-(trifluoromethyl)phenyl)but-2-enamide